3-(propan-2-yl)imidazo[1,5-a]pyrazin-8-amin CC(C)C1=NC=C2N1C=CN=C2N